ClC1=CC=2C=3C=CC(=CC3N(C(N(C2N=C1)CC(F)(F)F)=O)C1=C(C=C(C=C1F)NCCNCCO)F)Cl 4,13-dichloro-10-[2,6-difluoro-4-({2-[(2-hydroxyethyl)amino]ethyl}amino)phenyl]-8-(2,2,2-trifluoroethyl)-6,8,10-triazatricyclo[9.4.0.02,7]pentadeca-1(11),2(7),3,5,12,14-hexaen-9-one